FC1(CCN(CC1)C1=CC(=CC(=N1)NC(C1=C(C=C(C=C1)NS(=O)(=O)C(C)(C)C)N1CCC2(CC2)CC1)=O)C)F N-(6-(4,4-Difluoropiperidin-1-yl)-4-methylpyridin-2-yl)-4-((1,1-dimethylethyl)sulfonamido)-2-(6-azaspiro[2.5]octan-6-yl)benzamide